BrC=1C=C2C(=NN(C2=CC1)C(=O)OC(C)(C)C)C tert-Butyl 5-bromo-3-methyl-1H-indazole-1-carboxylate